C=C1CC2=CC=CC2=CC=2OCOC21 9-methyleneazuleno[5,6-d]-1,3-dioxole